FC1=C2OC=3C=C(C=CC3C(C2=CC=C1)=O)N1C(CCC1)=O 1-(5-fluoro-9-oxo-xanthen-3-yl)pyrrolidin-2-one